6-(4-dimethylaminophenyl)nicotinic acid methyl ester COC(C1=CN=C(C=C1)C1=CC=C(C=C1)N(C)C)=O